2-methyl-9,10-bis(n-nonanoyloxy)anthracene CC1=CC2=C(C3=CC=CC=C3C(=C2C=C1)OC(CCCCCCCC)=O)OC(CCCCCCCC)=O